[Si](C)(C)(C(C)(C)C)OCC1=CC=C(C=C1)C=1N(C=C(N1)C(F)(F)F)C(CO)C 2-[2-[4-[[tert-butyl(dimethyl)silyl]oxymethyl]phenyl]-4-(trifluoromethyl)imidazol-1-yl]propan-1-ol